(E)-5-(3,7-dimethyloct-1,6-dienyl)benzene-1,3-diol CC(/C=C/C=1C=C(C=C(C1)O)O)CCC=C(C)C